CN1C([C@@H](CC1)NC(N)=O)=O 3-[(3R)-1-methyl-2-oxo-pyrrolidin-3-yl]Urea